[4-Fluoro-3-(6-morpholin-4-ylthieno[3,2-d]pyrimidin-4-yl)phenyl]-(3-methylpyrazin-2-yl)methanol FC1=C(C=C(C=C1)C(O)C1=NC=CN=C1C)C=1C2=C(N=CN1)C=C(S2)N2CCOCC2